[(7S)-11-chloro-9-(2,6-difluorophenyl)-7-methyl-12-(trifluoromethyl)-2,3,5,8,13-pentazatricyclo[8.4.0.02,6]tetradeca-1(10),3,5,8,11,13-hexaen-4-yl]-(3-hydroxyazetidin-1-yl)methanone ClC=1C=2C(=N[C@H](C3=NC(=NN3C2C=NC1C(F)(F)F)C(=O)N1CC(C1)O)C)C1=C(C=CC=C1F)F